Tert-butyl (4-isopropoxy-3-methoxyphenethyl)carbamate C(C)(C)OC1=C(C=C(CCNC(OC(C)(C)C)=O)C=C1)OC